BrC1=CC=C(C=C1)N1N=C(C(C1=O)(C)NO)C 1-(4-bromophenyl)-4-(hydroxyamino)-3,4-dimethyl-4,5-dihydro-1H-pyrazol-5-one